N-(1-((6-(trifluoro-methyl)pyridin-3-yl)amino)-2,3-dihydro-1H-inden-5-yl)acrylamide FC(C1=CC=C(C=N1)NC1CCC2=CC(=CC=C12)NC(C=C)=O)(F)F